5-(hydroxymethyl)-2-(dimethoxymethyl)furan OCC1=CC=C(O1)C(OC)OC